2-(pyridin-2-yl-disulfanyl)ethan-1-amine N1=C(C=CC=C1)SSCCN